tert-butyl (4-(sec-butoxy)-3-fluoropyridin-2-yl)carbamate C(C)(CC)OC1=C(C(=NC=C1)NC(OC(C)(C)C)=O)F